2-((2-(2-(tert-butyl)pyridin-4-yl)-1H-indol-5-yl)sulfonyl)-2-methylpropanoic acid C(C)(C)(C)C1=NC=CC(=C1)C=1NC2=CC=C(C=C2C1)S(=O)(=O)C(C(=O)O)(C)C